Methyl 5-[4-[(1,1-dimethylethoxy)carbonyl]-1-piperazinyl]-2-pyrimidinecarboxylate CC(C)(OC(=O)N1CCN(CC1)C=1C=NC(=NC1)C(=O)OC)C